CS(=O)(=O)[O-].O=[V+3].CS(=O)(=O)[O-].CS(=O)(=O)[O-] oxidovanadium methanesulfonate